FC=1C(=CC2=C(C(NC=3CNCC(C23)N(C(=O)N2CC3=CC=C(C=C3C2)C(F)(F)F)C)=O)C1)F N-(8,9-Difluoro-6-oxo-1,2,3,4,5,6-hexahydrobenzo[c][1,7]naphthyridin-1-yl)-N-methyl-5-(trifluoromethyl)isoindoline-2-carboxamide